O=C1C2(CC2)CCN1CC1=CC=C(C=C1)NC(OCC1=CC=C(C=C1)Cl)=O 4-chlorobenzyl (4-((4-oxo-5-azaspiro[2.4]heptan-5-yl)methyl)phenyl)carbamate